ClC1=C2C(=NC3=CC=C(C=C13)OC1=C(C=CC=C1)OC)CCCCC2 11-chloro-2-(2-methoxyphenoxy)-6H,7H,8H,9H,10H-cyclohepta[b]quinoline